Cl.C(N)(=N)C=1C=C(SC1)CNC(=O)[C@H]1N(C[C@@H](C1)C(F)(F)F)C(CNC(C1=CC=C(C=C1)OC1=CC=CC=C1)=O)=O (2S,4R)-N-((4-carbamimidoylthiophen-2-yl)methyl)-1-((4-phenoxybenzoyl)glycyl)-4-(trifluoromethyl)pyrrolidine-2-carboxamide hydrochloride